C(C(C)(C)C)(=O)OCN1N=NC(=C1)C1CN(CC1)C=1OC(=NN1)C=1C(=NC(=NC1)NC1CC2=CC(=C(C=C2C1)F)F)C (4-(1-(5-(2-((5,6-difluoro-2,3-dihydro-1H-inden-2-yl)amino)-4-methylpyrimidin-5-yl)-1,3,4-oxadiazol-2-yl)pyrrolidin-3-yl)-1H-1,2,3-triazol-1-yl)methyl pivalate